N-[(1R)-1-(1-naphthyl)ethyl]-3-(3-(trifluoromethyl)phenyl)propan-1-amine C1(=CC=CC2=CC=CC=C12)[C@@H](C)NCCCC1=CC(=CC=C1)C(F)(F)F